FC=1C(=C(C=CC1F)[C@H]1[C@@H](O[C@]([C@@H]1C)(C(F)(F)F)C)C(=O)NC1=CC([N+](C=C1)=O)C(=O)N)O 4-[[(2R,3s,4r,5r)-3-(3,4-difluoro-2-hydroxy-phenyl)-4,5-dimethyl-5-(trifluoromethyl)tetrahydrofuran-2-carbonyl]amino]-1-oxo-pyridin-1-ium-2-carboxamide